C(C1=CC=CC=C1)OC1=NC(=CC=C1N1C=NC2=C1C=CC(=C2)Br)OCC2=CC=CC=C2 1-(2,6-Bis(benzyloxy)pyridin-3-yl)-5-bromo-1H-benzo[d]imidazole